4-(6-((2-methyl-4-(trifluoromethyl)benzofuran-7-yl)methoxy)pyridin-2-yl)piperidine CC=1OC2=C(C1)C(=CC=C2COC2=CC=CC(=N2)C2CCNCC2)C(F)(F)F